tert-butyl (1S,6R)-3-(7-bromo-2-chloro-8-fluoroquinazolin-4-yl)-3,9-diazabicyclo[4.2.1]nonane-9-carboxylate BrC1=CC=C2C(=NC(=NC2=C1F)Cl)N1C[C@@H]2CC[C@H](CC1)N2C(=O)OC(C)(C)C